C(CCCCCCC)OCOCCCC(CC(CC(CC(CC(CC(C)I)C)C)C)C)C 14-iodo-4,6,8,10,12-pentamethylpentadecyl octyloxymethyl ether